tert-butyl 3-(3-methoxyphenyl)-2-oxoindoline-1-carboxylate COC=1C=C(C=CC1)C1C(N(C2=CC=CC=C12)C(=O)OC(C)(C)C)=O